C1=CC(=CC=C1F)I 4-fluoroiodobenzene